2,6-difluoro-4-benzhydryl-aniline FC1=C(N)C(=CC(=C1)C(C1=CC=CC=C1)C1=CC=CC=C1)F